2-((1R,3S,6S,8R)-7-methylene-2-(nitromethyl)tricyclo[4.2.1.03,8]nonan-2-yl)acetate C=C1[C@H]2CC[C@@H]3C([C@@H]([C@H]13)C2)(C[N+](=O)[O-])CC(=O)[O-]